4-Methoxy-N-(1-(5-methylpyrazin-2-yl)piperidin-4-yl)-N-(4-(trifluoromethyl)phenyl)pyridin-3-amine COC1=C(C=NC=C1)N(C1=CC=C(C=C1)C(F)(F)F)C1CCN(CC1)C1=NC=C(N=C1)C